N-(4-((4-cyclohexylphenyl)amino)benzyl)-4-(dimethylamino)-N-hydroxybutyramide C1(CCCCC1)C1=CC=C(C=C1)NC1=CC=C(CN(C(CCCN(C)C)=O)O)C=C1